FC1=CC=C(C=C1)C=1C=C2C(=NC=NC2=C(C1)OC)NC(C)C1=NC(=NO1)C(F)(F)F 6-(4-fluorophenyl)-8-methoxy-N-(1-(3-(trifluoromethyl)-1,2,4-oxadiazol-5-yl)ethyl)quinazolin-4-amine